[(7-benzyloxy-1-chloro-4-hydroxy-isoquinoline-3-carbonyl)-amino]-acetic acid methyl ester COC(CNC(=O)C=1N=C(C2=CC(=CC=C2C1O)OCC1=CC=CC=C1)Cl)=O